C1(=CC=CC=C1)[C@@H](COC1=NC=C(C=N1)C1=NC=CC=C1)N (S)-1-phenyl-2-((5-(pyridin-2-yl)pyrimidin-2-yl)oxy)ethan-1-amine